C(C=C)OCC1OC(OC1)=O 4-(allyloxymethyl)-1,3-dioxolan-2-one